CCCCCCCCCCNS(=O)(=O)O The molecule is a member of the class of sulfamic acids that is sulfamic acid in which one of the amino hydrogens has been replaced by a decyl group. It has a role as a kairomone and a Daphnia pulex metabolite. It is a conjugate acid of a decylsulfamate.